6-bromo-3-iodo-2-(1-(4-methoxybenzyl)-3-(trifluoromethyl)-1H-1,2,4-triazol-5-yl)imidazo[1,2-a]pyrimidine BrC=1C=NC=2N(C1)C(=C(N2)C2=NC(=NN2CC2=CC=C(C=C2)OC)C(F)(F)F)I